ClC1=C(C=CC=C1)CC(=O)NC1=CC(=C2C=C(N=CC2=C1)C1CC1)S(N)(=O)=O 2-(2-chlorophenyl)-N-(3-cyclopropyl-5-sulfamoylisoquinolin-7-yl)acetamide